butyl 2-(2-methyl-2-(methyl-d3)propanoyl-3,3,3-d3)hydrazine-1-carboxylate CC(C(=O)NNC(=O)OCCCC)(C([2H])([2H])[2H])C([2H])([2H])[2H]